ClC1=C(C=CC(=N1)C=O)OCC(C)=O 6-chloro-5-(2-oxopropoxy)pyridinecarboxaldehyde